(S)-4-(4-Fluorobenzyl)-N-(5-methyl-4-oxo-7-(7-oxa-2-azaspiro[3.5]nonan-2-yl)-2,3,4,5-tetrahydrobenzo[b][1,4]oxazepin-3-yl)-1H-pyrazol-1-carboxamid FC1=CC=C(CC=2C=NN(C2)C(=O)N[C@@H]2C(N(C3=C(OC2)C=CC(=C3)N3CC2(C3)CCOCC2)C)=O)C=C1